O=C(N(CC=1SC=CC1)CC=1SC=CC1)OCOCN(COCOC(N(CC=1SC=CC1)CC=1SC=CC1)=O)C 3,13-dioxo-1,15-bis(2-thienyl)-2,14-bis(2-thienylmethyl)-4,6,10,12-tetraoxa-2,8,14-triaza-8-methyl-pentadecane